trans-5-Dodecene CCCC\C=C\CCCCCC